2-((2-((4-(4-(5-(dimethylamino)adamantan-2-yl)piperazin-1-yl)-2-methoxyphenyl)amino)-5-(trifluoromethyl)pyrimidin-4-yl)amino)-N,3-dimethylbenzamide CN(C12CC3C(C(CC(C1)C3)C2)N2CCN(CC2)C2=CC(=C(C=C2)NC2=NC=C(C(=N2)NC2=C(C(=O)NC)C=CC=C2C)C(F)(F)F)OC)C